7-((S)-1,2,3,4-tetrahydronaphthalene-1-carbonyl)-1,3,7-triazaspiro[4.4]nonane-2,4-dione [C@@H]1(CCCC2=CC=CC=C12)C(=O)N1CC2(C(NC(N2)=O)=O)CC1